2-((1E,3Z)-4-chloro-4-phenylbuta-1,3-dien-1-yl)-2-(3,4,5-trimethoxyphenyl)-1,3-dithiane Cl\C(=C/C=C/C1(SCCCS1)C1=CC(=C(C(=C1)OC)OC)OC)\C1=CC=CC=C1